[Si](C)(C)(C(C)(C)C)OC1CC(CCC1)C=O 3-((tert-butyldimethylsilyl)oxy)cyclohexane-1-carbaldehyde